OC1=C(C(=CC(=C1)OCOC)OCOC)C(\C=C\C1=CC=C(C=C1)OCC1=CC=CC=C1)=O (E)-1-[2-Hydroxy-4,6-bis(methoxymethoxy)phenyl]-3-(4-phenylmethoxyphenyl)prop-2-en-1-one